N-(3-(6-Ethoxypyridin-3-yl)-1-methyl-1H-indol-6-yl)-3-((4-(4-fluorophenyl)pyrimidin-2-yl)amino)-4-methylbenzamide C(C)OC1=CC=C(C=N1)C1=CN(C2=CC(=CC=C12)NC(C1=CC(=C(C=C1)C)NC1=NC=CC(=N1)C1=CC=C(C=C1)F)=O)C